1-(4-(5,5-dimethyl-1,3-dioxan-2-yl)phenyl)-1-phenylpropan-2-yn-1-ol CC1(COC(OC1)C1=CC=C(C=C1)C(C#C)(O)C1=CC=CC=C1)C